5-(2,4-dimethoxypyrimidin-5-yl)thiazoleN COC1=NC=C(C(=N1)OC)C1CC=NS1